(S)-1-aminopropan-2-yl-4-(5-(3-((2-(4-(tert-butoxy)-4-oxobutanoyl)-4-fluoro-6-methoxyisoindolin-5-yl) oxy) propoxy)-4-fluoro-6-methoxybenzo[b]thiophen-2-yl)-4-oxobutanoate NC[C@H](C)OC(CCC(=O)C1=CC2=C(S1)C=C(C(=C2F)OCCCOC=2C(=C1CN(CC1=CC2OC)C(CCC(=O)OC(C)(C)C)=O)F)OC)=O